FC(C=1C(=NC=CN1)N)(F)F 3-(trifluoromethyl)pyrazin-2-amine